C1(CC1)CN(C1=C(C=CC=C1)O)C1CCNCC1 2-((cyclopropylmethyl)(piperidin-4-yl)amino)phenol